2-(3-{[(3S)-3-hydroxy-2,3-dihydro-1-benzofuran-7-yl]amino}-1H-indazol-6-yl)-5'-methoxyspiro[cyclopropan-1,3'-indol]-2'(1'H)-one O[C@@H]1COC2=C1C=CC=C2NC2=NNC1=CC(=CC=C21)C2CC21C(NC2=CC=C(C=C12)OC)=O